((2R,3S,5R)-2-ethynyl-5-(2-fluoro-6-heptanamido-9H-purin-9-yl)-3-hydroxytetrahydrofuran-2-yl)methyl 2-propylpentanoate C(CC)C(C(=O)OC[C@]1(O[C@H](C[C@@H]1O)N1C2=NC(=NC(=C2N=C1)NC(CCCCCC)=O)F)C#C)CCC